(13S,13aR)-2,3,9,10-tetramethoxy-13-methyl-5,6,7,8,13,13a-hexahydroisoquinolino[2,1-b]isoquinoline hydrochloride Cl.COC=1C(=CC=2CCN3CC=4C(=C(C=CC4[C@@H]([C@@H]3C2C1)C)OC)OC)OC